1-(2-chloropyridin-3-yl)-4-oxocyclohexane-1-carbonitrile ClC1=NC=CC=C1C1(CCC(CC1)=O)C#N